(Z)-(4-(5-(dimethylaminoformyl)-3-(4-(N,N-dimethylsulfamoyl)benzyl)-2-methyl-1H-indol-1-yl)-3-fluorobut-2-en-1-yl)carbamic acid tert-butyl ester C(C)(C)(C)OC(NC\C=C(\CN1C(=C(C2=CC(=CC=C12)C(=O)N(C)C)CC1=CC=C(C=C1)S(N(C)C)(=O)=O)C)/F)=O